6-(3-((2-Methyl-4-(trifluoromethyl)benzyl)oxy)azetidine-1-carbonyl)hexahydro-2H-pyrido[4,3-b][1,4]oxazin-3(4H)-one CC1=C(COC2CN(C2)C(=O)N2CC3C(OCC(N3)=O)CC2)C=CC(=C1)C(F)(F)F